methyl 3-(5-bromo-2,4-dimethyl-imidazol-1-yl)-4-nitro-benzoate BrC1=C(N=C(N1C=1C=C(C(=O)OC)C=CC1[N+](=O)[O-])C)C